5-(2-(((1r,3r)-adamantan-2-yl)amino)-2-oxoacetyl)-N-(6-fluoropyridin-3-yl)-1,2,4-trimethyl-1H-pyrrole-3-carboxamide C12C(C3CC(CC(C1)C3)C2)NC(C(=O)C2=C(C(=C(N2C)C)C(=O)NC=2C=NC(=CC2)F)C)=O